Cholesta-6(5)-ene-3β,7,25-triol CC(C)(CCC[C@@H](C)[C@H]1CC[C@H]2[C@@H]3C(C=C4C[C@H](CC[C@]4(C)[C@H]3CC[C@]12C)O)O)O